CC1(OB(OC1(C)C)C=1C=C(OCCCO)C=CC1)C 3-(3-(4,4,5,5-tetramethyl-1,3,2-dioxaborolane-2-yl)phenoxy)propan-1-ol